C(C(=C)C)(=O)O.CC1=C(C=C(C=C1)C(C)(C)C)O methyl-2-hydroxy(4-tert-butylbenzene) methacrylate